C(#N)C1=CC=C(S1)C1=C(C=C(O[C@H]2[C@H](CCCC2)NS(=O)(=O)C(C)C)C=C1)F N-{(1S,2R)-2-[4-(5-cyano-2-thienyl)-3-fluorophenoxy]cyclohexyl}propane-2-sulfonamide